ClC1=CC(=CC=C1C)F 2-chloro-6-fluoro-3-methylbenzene